N4-(2-(4-methylpiperazin-1-yl)ethyl)-N2-(2-(pyridin-3-yl)ethyl)quinazoline-2,4-diamine CN1CCN(CC1)CCNC1=NC(=NC2=CC=CC=C12)NCCC=1C=NC=CC1